9-amino-8-methoxy-3,4-dihydroacridin-1(2H)-one NC=1C2=C(C=CC=C2N=C2CCCC(C12)=O)OC